4-Bromobenzyl (2-((S)-1-(2,3-difluorobenzyl)-5-oxopyrrolidin-2-yl)acetyl)-L-valinate FC1=C(CN2[C@@H](CCC2=O)CC(=O)N[C@@H](C(C)C)C(=O)OCC2=CC=C(C=C2)Br)C=CC=C1F